tin methyl-ammonium iodide [I-].C[NH3+].[Sn]